[C@@H]1(CC12CC2)C(=O)O (S)-spiro[2.2]pentane-1-carboxylic acid